N-(1'-(6-(3-hydroxytetrahydrofuran-3-yl)-4-methylpyridin-2-yl)-1',2'-dihydrospiro[cyclopropan-1,3'-pyrrolo[3,2-c]pyridin]-6'-yl)acetamide OC1(COCC1)C1=CC(=CC(=N1)N1CC2(C=3C=NC(=CC31)NC(C)=O)CC2)C